C(C)(C)(C)OOC(C(C)C)=O t-butylperoxyisobutyrate